OC[C@H]1CN(C[C@@H]1C1=NC=CC=C1)C1=CC=CC(=N1)C1=NC2=CC(=NC=C2C=C1)CNC(C1=CN=CC(=C1)S(=O)(=O)C)=O N-((2-(6-((3R,4R)-3-(hydroxymethyl)-4-(pyridin-2-yl)pyrrolidin-1-yl)pyridin-2-yl)-1,6-naphthyridin-7-yl)methyl)-5-(methylsulfonyl)nicotinamide